ClC=1C=C(C=C(C1)C=1NC(NC1)=O)[C@H]1N(CCOC1)C(=O)OC(C)(C)C tert-butyl (R)-3-(3-chloro-5-(2-oxo-2,3-dihydro-1H-imidazol-4-yl)phenyl)morpholine-4-carboxylate